The molecule is an arsenic oxoacid comprising one oxo group and three hydroxy groups attached to a central arsenic atom. It has a role as an Escherichia coli metabolite. It is a conjugate acid of an arsenate(1-) and an arsenate ion. O[As](=O)(O)O